(3S)-3-methyl-6-[2-(1-methyl-4-piperidyl)-3-oxo-isoindolin-5-yl]-3,4-dihydro-2H-pyridine C[C@@H]1CNC(=CC1)C=1C=C2C(N(CC2=CC1)C1CCN(CC1)C)=O